COC(=O)C1(N(C2=CC(=CC=C2C1)OC)C(=O)OC(C)(C)C)CCNC1=CC=C(C=C1)Br 2-(2-((4-bromophenyl)amino)ethyl)-6-methoxyindoline-1,2-dicarboxylic acid 1-tert-butyl 2-methyl ester